C(C)C(CC)NC=1C=C(C=2N(N1)C(=NN2)C2=NC=CC=C2)NCC2=NC=CC=C2 N6-(1-ethylpropyl)-3-(2-pyridyl)-N8-(2-pyridylmethyl)-[1,2,4]triazolo[4,3-b]pyridazine-6,8-diamine